COC=1C=C(C=CC1)SCC1=CC=C(C=C1)B(O)O (4-([(3-METHOXYPHENYL)SULFANYL]METHYL)PHENYL)BORANEDIOL